CN(C(=O)SSC(N(C)C)=O)C N,N-dimethylcarbamyl disulfide